trans-N-[3-(2,4-dimethoxypyridin-3-yl)-1-{[2-(trimethylsilyl)ethoxy]methyl}pyrrolo[2,3-b]pyridin-6-yl]-2-formylcyclopropane-1-carboxamide COC1=NC=CC(=C1C1=CN(C2=NC(=CC=C21)NC(=O)[C@H]2[C@@H](C2)C=O)COCC[Si](C)(C)C)OC